(1H-imidazol-1-yl)(morpholino)methanone Methyl-(2S)-5-allylpyrrolidine-2-carboxylate COC(=O)[C@H]1NC(CC1)CC=C.N1(C=NC=C1)C(=O)N1CCOCC1